O1CCC2C1=CC1CCCN21 hexahydro-2H-furo[2,3-b]pyrrolizin